COC(=O)C=1C=2N(C=CC1C=1C=NN(C1C)CC13CC4CC(CC(C1)C4)C3)C(=CN2)N.ClC2=NC=C(C(=C2)C(C(C)(C)C)([2H])[2H])C([2H])([2H])[2H] 2-chloro-4-(2,2-dimethylpropyl-1,1-d2)-5-(methyl-d3)pyridine methyl-7-(1-(adamantan-1-ylmethyl)-5-methyl-1H-pyrazol-4-yl)-3-aminoimidazo[1,2-a]pyridine-8-carboxylate